(3S,5R)-3-amino-5-(hydroxymethyl)pyrrolidin-2-one hydrochloride Cl.N[C@@H]1C(N[C@H](C1)CO)=O